7-(4-methoxy-3-methylphenyl)-2-azaspiro[3.5]nonan COC1=C(C=C(C=C1)C1CCC2(CNC2)CC1)C